(E)-1-(2-Bromo-5-chlorophenyl)-3-(dimethyl-amino)prop-2-en-1-one BrC1=C(C=C(C=C1)Cl)C(\C=C\N(C)C)=O